FC1(CN(CC12CCC2)C=2C=1N(C=CN2)N=C(C1)C=1C(NC(NC1)=O)=O)F 5-[4-(8,8-Difluoro-6-azaspiro[3.4]octan-6-yl)pyrazolo[1,5-a]pyrazin-2-yl]-1H-pyrimidine-2,4-dione